(S)-5,6-dichloro-1'-((S)-3,4-dihydroxybutan-oyl)spiro[indoline-3,3'-pyrrolidin]-2-one ClC=1C=C2C(=CC1Cl)NC([C@]21CN(CC1)C(C[C@@H](CO)O)=O)=O